N-((S)-1-(((R)-2-amino-6,7-dihydro-5H-cyclopenta[b]pyridin-5-yl)amino)-1-oxopropan-2-yl)-4-(3-(difluoromethyl)-4-fluorophenyl)-1,2,5,6-tetrahydropyridine-2-carboxamide NC1=CC=C2C(=N1)CC[C@H]2NC([C@H](C)NC(=O)C2NCCC(=C2)C2=CC(=C(C=C2)F)C(F)F)=O